F[C@H]1C[C@]2(CCCN2C1)COC1=NC2=C(C(=C(C=C2C(=N1)N1CC2CCC(C1)N2C(=O)OC(C)(C)C)Cl)Br)F tert-butyl 3-(2-{[(2S,7aR)-2-fluoro-hexahydro-1H-pyrrolizin-7a-yl]methoxy}-7-bromo-6-chloro-8-fluoroquinazolin-4-yl)-3,8-diazabicyclo[3.2.1]octane-8-carboxylate